4-oxo-3-(prop-2-yn-1-yl)-3,4-dihydroimidazo[5,1-d][1,2,3,5]tetrazine-8-carboxamide O=C1N2C(N=NN1CC#C)=C(N=C2)C(=O)N